2-(1H-indol-3-yl)-4-(3-(2-methoxyphenyl)propyl)morpholine N1C=C(C2=CC=CC=C12)C1CN(CCO1)CCCC1=C(C=CC=C1)OC